CO[Si](OC)(OC)CN(C[Si](OC)(OC)OC)C[Si](OC)(OC)OC tri(trimethoxysilylmethyl)amine